C[C@@H]1N(CCN(C1)CC1=C(C=C(C=C1)N1CCOCC1)C(F)(F)F)C(=O)OC(C(F)(F)F)C(F)(F)F 1,1,1,3,3,3-hexafluoropropan-2-yl (2S)-2-methyl-4-[[4-(morpholin-4-yl)-2-(trifluoromethyl)phenyl]methyl]piperazine-1-carboxylate